1-(4-aminophenyl)imidazolidin-2-one NC1=CC=C(C=C1)N1C(NCC1)=O